(E)-3-[3-[(3-Chloro-4-fluorophenoxy)methyl]-4-methoxyphenyl]-1-(2,4-dihydroxyphenyl)prop-2-en-1-one ClC=1C=C(OCC=2C=C(C=CC2OC)/C=C/C(=O)C2=C(C=C(C=C2)O)O)C=CC1F